5-(4,6-bis(((R)-1,1,1-trifluoropropan-2-yl)amino)-1,3,5-triazin-2-yl)-2-methylpentan-4-yn-2-ol FC([C@@H](C)NC1=NC(=NC(=N1)N[C@@H](C(F)(F)F)C)C#CCC(C)(O)C)(F)F